C1(CC1)N1CCC(CC1)(O)C1=C(C=C(C=C1)C1=CC2=C(C(=N1)C)C=C(N2C)C2=CC=C(C=C2)S(=O)(=O)C)F cyclopropyl-4-(4-(1,4-dimethyl-2-(4-(methylsulfonyl)phenyl)-1H-pyrrolo[3,2-c]pyridin-6-yl)-2-fluorophenyl)piperidin-4-ol